tert-butyl (R)-4-(((1S,2S)-2-aminocyclohexyl)(methyl) amino)-3-(isoxazol-3-yl-methyl)-4-oxobutanoate N[C@@H]1[C@H](CCCC1)N(C([C@@H](CC(=O)OC(C)(C)C)CC1=NOC=C1)=O)C